3-methyl-carboxythiophene 3,5-bis(trifluoromethyl)benzeneAt FC(C=1C=C(C=C(C1)C(F)(F)F)C(=O)O)(F)F.CC1=C(SC=C1)C(=O)O